O=CC(CCC(N1[C@H]2C(O[C@@H](C1)C2)=O)=O)NC([O-])=O 1,5-dioxo-5-((1R,4R)-3-oxo-2-oxa-5-azabicyclo[2.2.1]heptan-5-yl)pentan-2-ylcarbamate